iron silver gold [Au].[Ag].[Fe]